5-((tetrahydrofuran-2-yl)methyl)-5,6-dihydrobenzo[4,5]imidazo[2,1-a]isoquinoline-5-carboxylate O1C(CCC1)CC1(CN2C(C=3C=CC=CC13)=NC1=C2C=CC=C1)C(=O)[O-]